6-(1-(8-(2-methoxyethyl)-8-azabicyclo[3.2.1]oct-3-yl)piperidin-4-yl)-1,4-dimethyl-2-(4-(methylsulfonyl)phenyl)-1H-benzo[d]imidazole COCCN1C2CC(CC1CC2)N2CCC(CC2)C=2C=C(C1=C(N(C(=N1)C1=CC=C(C=C1)S(=O)(=O)C)C)C2)C